N1(C=NC=C1)C1=CC=C(C(=N1)C(=O)NC1CCN(CC1)S(=O)(=O)C)C 6-(1H-imidazol-1-yl)-3-methyl-N-(1-(methylsulfonyl)piperidin-4-yl)picolinamide